2-(4-((3-(4-chlorophenyl)-2-oxoimidazolin-1-yl)methyl)-2,6-dimethylphenoxy)-2-methylpropanoic acid ethyl ester C(C)OC(C(C)(C)OC1=C(C=C(C=C1C)CN1C(N(CC1)C1=CC=C(C=C1)Cl)=O)C)=O